N-(4-(4-(cyclopropyloxy)piperazin-1-yl)-3'-(difluoromethoxy)-5'-fluorobiphenyl-3-yl)-3-(trifluoromethyl)benzenesulfonamide C1(CC1)ON1CCN(CC1)C1=C(C=C(C=C1)C1=CC(=CC(=C1)F)OC(F)F)NS(=O)(=O)C1=CC(=CC=C1)C(F)(F)F